[1,1'-biphenyl]-4-carboxylic acid C1(=CC=C(C=C1)C(=O)O)C1=CC=CC=C1